3-(6-chloro-5-fluoro-4-methylpyridin-2-yl)-1-(2-methoxypyrimidin-5-yl)-1-((5-(trifluoromethyl)-1H-pyrazol-3-yl)methyl)urea ClC1=C(C(=CC(=N1)NC(N(CC1=NNC(=C1)C(F)(F)F)C=1C=NC(=NC1)OC)=O)C)F